4-(3-amino-1H-pyrazolo[4,3-b]pyridin-5-yl)-N-((1r,4r)-4-hydroxy-4-(trifluoromethyl)cyclohexyl)-3-methylbenzenesulfonamide NC1=NNC=2C1=NC(=CC2)C2=C(C=C(C=C2)S(=O)(=O)NC2CCC(CC2)(C(F)(F)F)O)C